1-methylazetidin-3-ol hydrochloride Cl.CN1CC(C1)O